[Na+].C1=NC=CC2=CC=CC(=C12)C(=O)[O-] Isoquinoline-8-carboxylic acid sodium salt